(R)-5-(5-cyclopropyl-1,2,4-oxadiazol-3-yl)-2,3-dihydrospiro[indene-1,4'-oxazolidin]-2'-one C1(CC1)C1=NC(=NO1)C=1C=C2CC[C@@]3(NC(OC3)=O)C2=CC1